1-(2-Methoxy-6-phenoxyphenyl)piperazine COC1=C(C(=CC=C1)OC1=CC=CC=C1)N1CCNCC1